C(C1=CC=CC=C1)C1NS(C2=C(N1)C=C(C(=C2)S(=O)(=O)N)C(F)(F)F)(=O)=O 3-Benzyl-1,1-dioxo-6-(trifluoromethyl)-3,4-dihydro-2H-1,2,4-benzothiadiazine-7-sulfonamide